FC(C=1C=C(C=CC1)C1=NC(=NO1)[C@@H]1CC12CCN(CC2)S(=O)(=O)N)(F)F (1R)-1-{5-[3-(trifluoromethyl)phenyl]-1,2,4-oxadiazol-3-yl}-6-azaspiro[2.5]octane-6-sulfonamide